tert-butyl 5-(4-amino-2-chloro-6-(8-fluoro-2-(((2R,7aS)-2-fluorotetrahydro-1H-pyrrolizin-7a(5H)-yl)methoxy)-4-(2,2,2-trifluoroethoxy)pyrido[4,3-d]pyrimidin-7-yl)phenyl)pentanoate NC1=CC(=C(C(=C1)C1=C(C=2N=C(N=C(C2C=N1)OCC(F)(F)F)OC[C@]12CCCN2C[C@@H](C1)F)F)CCCCC(=O)OC(C)(C)C)Cl